C(C)(C)NC N-Isopropylmethyl-amine